C1(CC1)C1=NN=C(O1)C(=O)N1[C@H](C2=C(CC1)NC=N2)C2=NN1C(C=CC=C1)=C2 (R)-(5-cyclopropyl-1,3,4-oxadiazol-2-yl)(4-(pyrazolo[1,5-a]pyridin-2-yl)-6,7-dihydro-1H-imidazo[4,5-c]pyridin-5(4H)-yl)methanone